Methyl 5-((2,2-dimethyl-4,7,10-trioxo-3-oxa-5,8,11-triazatridecan-13-yl) carbamoyl)-2-(2-(4-fluorophenyl) butyryl)-4-methylthiophene-3-carboxylate CC(C)(OC(NCC(NCC(NCCNC(=O)C1=C(C(=C(S1)C(C(CC)C1=CC=C(C=C1)F)=O)C(=O)OC)C)=O)=O)=O)C